4-{2,6-difluoro-4-[(5R)-5-(hydroxymethyl)-2-oxo-1,3-oxazolidin-3-yl]phenyl}-1,1-dioxo-1λ6-thiane-4-carbonitrile FC1=C(C(=CC(=C1)N1C(O[C@H](C1)CO)=O)F)C1(CCS(CC1)(=O)=O)C#N